COCCOC=1C=C(C=CC1)C=1OC(=CN1)C 2-(3-(2-Methoxyethoxy)phenyl)-5-methyl-oxazol